ethyl 1-(cyanomethyl)-6-(tetrahydro-2H-pyran-4-yl)indolizine-2-carboxylate C(#N)CC=1C(=CN2C=C(C=CC12)C1CCOCC1)C(=O)OCC